C(C)N1CC(CCC1)NC1=CC(=C(N=N1)C1=C(C=C(C=C1)C(F)(F)F)O)C 2-[6-[(1-ethyl-3-piperidinyl)amino]-4-methyl-pyridazin-3-yl]-5-(trifluoromethyl)phenol